tert-butyl 5-methoxy-4-({2-[4-(methoxycarbonyl) phenyl]-4-methylpiperidin-1-yl} methyl)-7-methyl-1H-indole-1-carboxylate COC=1C(=C2C=CN(C2=C(C1)C)C(=O)OC(C)(C)C)CN1C(CC(CC1)C)C1=CC=C(C=C1)C(=O)OC